3-(2-((7-(8-ethynyl-7-fluoronaphthalen-1-yl)-8-fluoro-2-(((2R,7aS)-2-fluorotetrahydro-1H-pyrrolizin-7a(5H)-yl)methoxy)pyrido[4,3-d]pyrimidin-5-yl)amino)ethyl)benzenesulfonyl fluoride C(#C)C=1C(=CC=C2C=CC=C(C12)C1=C(C=2N=C(N=CC2C(=N1)NCCC=1C=C(C=CC1)S(=O)(=O)F)OC[C@]12CCCN2C[C@@H](C1)F)F)F